(5R)-4-(2,5-diazabicyclo[4.1.0]heptan-2-yl)-5-methyl-5,8-dihydropyrido[2,3-d]pyrimidin-7(6H)-one hydrochloride Cl.C12N(CCNC2C1)C=1C2=C(N=CN1)NC(C[C@H]2C)=O